C(C)(=O)N1CCCCC12C(C2)CNC(=O)C2=CC=1C=NC=CC1N2 N-[(8-acetyl-8-azaspiro[2.5]octan-2-yl)methyl]-1H-pyrrolo[3,2-c]pyridine-2-carboxamide